NC1=NC(=CC(=N1)N1CCC2(C[C@H](NC2)C(=O)OCC)CC1)O[C@@H](C(F)(F)F)C1=C(C=C(C=C1)Cl)C1=NC=CN=C1 (S)-ethyl 8-(2-amino-6-((R)-1-(4-chloro-2-(pyrazin-2-yl)phenyl)-2,2,2-trifluoroethoxy)pyrimidin-4-yl)-2,8-diazaspiro[4.5]decane-3-carboxylate